O=C1N(C(C=C1)=O)CCNC(CCCCCCCCCCC(=O)O)=O 12-[2-(2,5-dioxopyrrol-1-yl)ethylamino]-12-oxo-dodecanoic acid